6-methoxy-3-(4-methoxyphenyl)-1H-isochromen-1-one COC=1C=C2C=C(OC(C2=CC1)=O)C1=CC=C(C=C1)OC